2-amino-2-(4-boronobutyl)-6,6,6-trifluoro-3-hydroxyhexanoic acid NC(C(=O)O)(C(CCC(F)(F)F)O)CCCCB(O)O